Cl.ClCCN(C1=CC=C(C=C1)N)CCCl N,N-di(2-chloroethyl)-1,4-phenylenediamine hydrochloride